C(CCC)NCCCC di-Butylamine